C1(CCCC1)C[C@@H]1OCC2=CC(=CC=C2[C@@H]1C1=CC=C(C=C1)N1CCC(CC1)C(OC)OC)O (3S,4S)-3-(cyclopentylmethyl)-4-(4-(4-(dimethoxymethyl)piperidin-1-yl)phenyl)isochroman-7-ol